C(C1=CC=CC=C1)N1N=C(C=C1C(=O)OCC)C(F)(F)F ethyl 1-benzyl-3-(trifluoromethyl)-1H-pyrazole-5-carboxylate